(6R)-6-{[7-bromo-2-(1-methyl-1H-pyrazol-4-yl)[1,2,4]Triazolo[1,5-c]Quinazolin-5-yl]Amino}-5-oxo-1,4-diazepan-1-carboxylic acid benzyl ester C(C1=CC=CC=C1)OC(=O)N1CCNC([C@@H](C1)NC1=NC=2C(=CC=CC2C=2N1N=C(N2)C=2C=NN(C2)C)Br)=O